(4-(2-(2-aminopyridin-3-yl)-3H-imidazo[4,5-b]pyridin-3-yl)phenyl)methanol NC1=NC=CC=C1C1=NC=2C(=NC=CC2)N1C1=CC=C(C=C1)CO